C(C=1C(C(=O)[O-])=CC=CC1)(=O)OCCCCCCCCCCCCCCCCCCCCC heneicosyl phthalate